1,1,1,3,3,3-Hexafluoropropan-2-yl (R or S)-1-((6-(1H-pyrazol-1-yl)pyridin-3-yl)carbamoyl)-6-azaspiro[2.5]octane-6-carboxylate N1(N=CC=C1)C1=CC=C(C=N1)NC(=O)[C@@H]1CC12CCN(CC2)C(=O)OC(C(F)(F)F)C(F)(F)F |o1:14|